C1(CCCC1)CNC1=C(C(=C2N(C(CN(S2(=O)=O)CCC)C(=O)O)C1=O)C1=CC(=CC=C1)C(F)(F)F)CC1=CC=CC2=CC=CC=C12 7-((cyclopentylmethyl)amino)-8-(naphthalen-1-ylmethyl)-6-oxo-2-propyl-9-(3-(trifluoromethyl)phenyl)-3,4-dihydro-2H,6H-pyrido[1,2-e][1,2,5]thiadiazine-4-carboxylic acid 1,1-dioxide